1-(((Benzyloxy)carbonyl)-glycyl)-5-oxopyrrolidine-2-carboxylic acid C(C1=CC=CC=C1)OC(=O)NCC(=O)N1C(CCC1=O)C(=O)O